C(C)(C)(C)OC(=O)N1C[C@@H](CCC1)C1=CC(=C2C=C(NC2=C1F)C(=O)OC)Cl methyl (S)-6-(1-(tert-butoxycarbonyl)piperidin-3-yl)-4-chloro-7-fluoro-1H-indole-2-carboxylate